NN1CC2CCCC2C1 N-amino-3-azabicyclo[3.3.0]Octane